FC=1C=C(C=C(C1[Si](C)(C)C)F)NC(=O)[C@@H]1N(CCC2=CC(=CC=C12)OC)C(CC1=CC(=NO1)O)=O (1R)-N-(3,5-difluoro-4-(trimethylsilyl)phenyl)-2-((3-hydroxy-1,2-oxazol-5-yl)acetyl)-6-methoxy-1,2,3,4-tetrahydroisoquinoline-1-carboxamide